N-ethyl-N-(3-hydroxy-1-methyl-propyl)carbamic acid tert-butyl ester C(C)(C)(C)OC(N(C(CCO)C)CC)=O